ClC1=C(C=CC=C1)C1=C(C=C2C(=N1)N=CS2)C 5-(2-chlorophenyl)-6-methyl[1,3]thiazolo[4,5-b]pyridine